N-(4-(6-methoxy-7-((1-(2-methoxyethyl)piperidin-4-yl)methoxy)quinazolin-4-yl)phenyl)-2-(6-(trifluoromethyl)pyridin-3-yl)acetamide COC=1C=C2C(=NC=NC2=CC1OCC1CCN(CC1)CCOC)C1=CC=C(C=C1)NC(CC=1C=NC(=CC1)C(F)(F)F)=O